FC=1C=CC=C(C(=O)N(C(C)C)C2CC(C2)F)C1 5-fluoro-N-((1r,3r)-3-fluorocyclobutyl)-N-isopropylbenzamide